(S)-2-((4-((2-hydroxy-1-phenylethyl)amino)-5-(3-(pyridin-3-yl)-1,2,4-oxadiazol-5-yl)pyridin-2-yl)amino)-7,7-dimethylfuro[3,4-d]pyrimidin-5(7H)-one OC[C@H](C1=CC=CC=C1)NC1=CC(=NC=C1C1=NC(=NO1)C=1C=NC=CC1)NC=1N=CC2=C(N1)C(OC2=O)(C)C